CC(=C)C(CCCNC)=O 2-methyl-6-(methylamino)hex-1-en-3-one